valproyl-CoA C(C(CCC)CCC)(=O)SCCNC(CCNC([C@@H](C(COP(OP(OC[C@@H]1[C@H]([C@H]([C@@H](O1)N1C=NC=2C(N)=NC=NC12)O)OP(=O)(O)O)(=O)O)(=O)O)(C)C)O)=O)=O